5-fluoro-1-methyl-1H-indole FC=1C=C2C=CN(C2=CC1)C